3-((3-isopropoxy-3-oxopropyl)amino)-7-(2-methoxypyrimidin-5-yl)benzo[e][1,2,4]Triazine-1,4-dioxide C(C)(C)OC(CCNC=1N=[N+](C2=C([N+]1[O-])C=CC(=C2)C=2C=NC(=NC2)OC)[O-])=O